4-chloro-7-[(2,4-dimethoxyphenyl)methoxy]quinazoline ClC1=NC=NC2=CC(=CC=C12)OCC1=C(C=C(C=C1)OC)OC